7-(6-chloro-5-(4-(((3S,5R)-5-hydroxypiperidin-3-yl)methoxy)butyl)-1H-indazol-4-yl)-8-fluoro-2-(((2R,7aS)-2-fluorotetrahydro-1H-pyrrolizin-7a(5H)-yl)methoxy)pyrido[4,3-d]pyrimidin-4-ol ClC1=C(C(=C2C=NNC2=C1)C1=C(C=2N=C(N=C(C2C=N1)O)OC[C@]12CCCN2C[C@@H](C1)F)F)CCCCOC[C@@H]1CNC[C@@H](C1)O